1-(5-(6-chloro-7-fluoro-3-(1H-imidazol-1-yl)-5-methoxy-1-methyl-1H-indol-2-yl)-1H-1,2,4-triazol-3-yl)ethan-1-one ClC1=C(C=C2C(=C(N(C2=C1F)C)C1=NC(=NN1)C(C)=O)N1C=NC=C1)OC